methyl (3S)-3-(6-chloro-4-(3-fluoro-2,6-dimethylphenyl)pyridin-2-yl)-3-(2-(5-(2-(dimethylamino)ethyl)-2-oxo-4-(trifluoromethyl)pyridin-1(2H)-yl)-4-methylpentanamido)propanoate ClC1=CC(=CC(=N1)[C@H](CC(=O)OC)NC(C(CC(C)C)N1C(C=C(C(=C1)CCN(C)C)C(F)(F)F)=O)=O)C1=C(C(=CC=C1C)F)C